3-((S)-7-(piperazin-1-yl)-5,6,7,8-tetrahydronaphthalen-2-yl)piperidine-2,6-dione N1(CCNCC1)[C@H]1CCC=2C=CC(=CC2C1)C1C(NC(CC1)=O)=O